BrC1=CC(=C(C(=C1)C)NC(CC(C)(C)C)=O)C N-(4-bromo-2,6-dimethylphenyl)-3,3-dimethylbutanamide